7-(5-((4-(4-(N,N-Dimethylsulfamoyl)piperazin-1-yl)phenoxy)methyl)-1,3-dimethyl-1H-pyrazol-4-yl)-1-(2-morpholinoethyl)-3-(3-(naphthalin-1-yloxy)propyl)-1H-indol CN(S(=O)(=O)N1CCN(CC1)C1=CC=C(OCC2=C(C(=NN2C)C)C=2C=CC=C3C(=CN(C23)CCN2CCOCC2)CCCOC2=CC=CC3=CC=CC=C23)C=C1)C